perfluorodecanesulfonic acid sodium [Na].FC(C(C(C(C(C(C(C(C(C(F)(F)F)(F)F)(F)F)(F)F)(F)F)(F)F)(F)F)(F)F)(F)F)(S(=O)(=O)O)F